OC1=CC=C(C=C1)N1CCN(CC1)C(=O)C=1C=NC2=CC=CC=C2C1 [4-(4-Hydroxyphenyl)-piperazin-1-yl]-quinolin-3-yl-methanone